CC1(OB(OC1(C)C)C=1C=CC(=NC1)C(=O)O)C 5-(4,4,5,5-tetramethyl-1,3,2-dioxaborolan-2-yl)pyridine-2-carboxylic acid